N,N-dimethylaminoisochroman CN(C)C1OCCC2=CC=CC=C12